ethyl γ-L-glutamate CCOC(=O)CC[C@@H](C(=O)O)N